N-[2-[(2S)-2-aminopropoxy]ethyl]-4-[[3-[1-(cyanomethyl)-3-(trifluoromethyl)pyrazol-4-yl]imidazo[1,2-a]pyrazin-8-yl]amino]-2-ethylbenzamide N[C@H](COCCNC(C1=C(C=C(C=C1)NC=1C=2N(C=CN1)C(=CN2)C=2C(=NN(C2)CC#N)C(F)(F)F)CC)=O)C